(E)-2-(1-(benzhydrylimino)ethyl)-N-(5-chloro-4-(trifluoromethyl)pyridin-2-yl)-1,3-thiazole-5-carbonylAmine C(C1=CC=CC=C1)(C1=CC=CC=C1)\N=C(/C)\C=1SC(=CN1)C(=O)NC1=NC=C(C(=C1)C(F)(F)F)Cl